4-bromo-1,2-dihydrocyclobutabenzene BrC1=CC2=C(C=C1)CC2